COC1=C(C=NC=C1)C1=CC2=C(C(=N1)C)C=NN2C2=NC(=CC(=C2)N2[C@@H]([C@H](C2)CS(=O)(=O)C)C)C2=CSC=C2 6-(4-methoxypyridin-3-yl)-4-methyl-1-(4-((2R,3S)-2-methyl-3-((methylsulfonyl)methyl)azetidin-1-yl)-6-(thiophen-3-yl)pyridin-2-yl)-1H-pyrazolo[4,3-c]pyridine